tert-butyl 2-(benzyloxy)-5-oxa-8-azaspiro[3.5]nonane-8-carboxylate C(C1=CC=CC=C1)OC1CC2(C1)OCCN(C2)C(=O)OC(C)(C)C